C(C)(=O)NC1CN(C1)CC=1C=CC(=NC1OC)C=1C(=C(C=CC1)C1=C(C(=CC=C1)NC(=O)C=1N(C2=C(CN(CC2)C)N1)C)Cl)Cl N-(3'-(5-((3-acetylaminoazetidin-1-yl)methyl)-6-methoxypyridin-2-yl)-2,2'-dichloro-[1,1'-biphenyl]-3-yl)-1,5-dimethyl-4,5,6,7-tetrahydro-1H-imidazo[4,5-c]pyridine-2-carboxamide